C(CCCCCCCCCCC)(=O)C(C(=O)O)CN lauroyl-β-aminopropionic acid